NC1=CC=C(C=C1)C=1C=C(N2N=C(N=C(C21)[2H])N)CC 5-(4-aminophenyl)-7-ethylpyrrolo[2,1-f][1,2,4]triazin-d-amine